OCC=1NC2=CC=CC=C2C(C1)=O 2-(hydroxymethyl)quinolin-4(1H)-one